N1C=NC2=NC=C(C=C21)C2=NC(=NC=N2)NC2=CC(=CC=C2)C(F)(F)F 4-(1H-imidazo[4,5-b]pyridin-6-yl)-N-(3-(trifluoromethyl)phenyl)-1,3,5-triazin-2-amine